PHOSPHO-ALUMINUM P(=O)(=O)[Al]